6-oxohexan-1-aminium 4-methylbenzenesulfonate CC1=CC=C(C=C1)S(=O)(=O)[O-].O=CCCCCC[NH3+]